COC1=C(C(=CC=C1)C)N1N=C2C(=CC1=O)NN=C2C=2C=NC(=CC2)N2CCN(CC2)C 5-(2-methoxy-6-methylphenyl)-3-(6-(4-methylpiperazin-1-yl)pyrid-3-yl)-1H-pyrazolo[4,3-c]pyridazin-6(5H)-one